N1NNNNC1 Pentazinan